C1(CC1)N(C(OC(C)(C)C)=O)C1CCN(CC1)C1=C2C=NC(=NC2=CC=C1)OC tert-butyl N-cyclopropyl-N-[1-(2-methoxyquinazolin-5-yl)piperidin-4-yl]carbamate